C1(CC1)NC1=CC(=NC=2N1N=CC2C#N)NC2=CC(=C(C=C2)C=2CNCCC2)C[S@](=O)C |r| (±)-7-(cyclopropylamino)-5-(3-(methylsulfinylmethyl)-4-(1,2,5,6-tetrahydropyridin-3-yl)phenylamino)pyrazolo[1,5-a]pyrimidine-3-carbonitrile